(Z)-2-amino-N-hydroxyvaleramide NC(C(=O)NO)CCC